tert-butyl (S)-3-(7-amino-4-oxo-1-(4-phenoxyphenyl)-4,5-dihydro-1H-pyrrolo[2,3-d]pyridazin-3-yl)pyrrolidine-1-carboxylate NC1=NNC(C2=C1N(C=C2[C@H]2CN(CC2)C(=O)OC(C)(C)C)C2=CC=C(C=C2)OC2=CC=CC=C2)=O